N-{[3-(4-{[(3S,4R)-3-fluoro-1-methylpiperidin-4-yl]amino}-1-(2,2,2-trifluoroethyl)-1H-indol-2-yl)-1,2,4-oxadiazol-5-yl]methyl}-1-[(1R,2S)-2-methoxycyclopentyl]-1H-pyrrole-3-carboxamide F[C@H]1CN(CC[C@H]1NC1=C2C=C(N(C2=CC=C1)CC(F)(F)F)C1=NOC(=N1)CNC(=O)C1=CN(C=C1)[C@H]1[C@H](CCC1)OC)C